octenyl-benzyl-phosphinic acid C(=CCCCCCC)P(O)(=O)CC1=CC=CC=C1